2-(1-(4-Amino-3-(benzo[b]thiophen-3-yl)-1H-pyrazolo[3,4-d]pyrimidin-1-yl)ethyl)-3-(3-Fluorophenyl)-4H-chromen-4-one NC1=C2C(=NC=N1)N(N=C2C=2C1=C(SC2)C=CC=C1)C(C)C=1OC2=CC=CC=C2C(C1C1=CC(=CC=C1)F)=O